4-(9-(3,4-difluorophenyl)-3,9-diazaspiro[5.5]undecane-3-carbonyl)-6-methylquinolin-2(1H)-one FC=1C=C(C=CC1F)N1CCC2(CCN(CC2)C(=O)C2=CC(NC3=CC=C(C=C23)C)=O)CC1